COC1=CC=C(C=C1)COC[C@H](CO)C (2S)-3-[(4-Methoxyphenyl)methoxy]-2-methyl-propan-1-ol